tert-butyl (tert-butoxycarbonyl)(7-(5-(1-(1-(4-fluorophenyl)ethyl)-1H-pyrazol-4-yl)pyridazin-3-yl)-[1,2,4]triazolo[1,5-a]pyridin-2-yl)carbamate C(C)(C)(C)OC(=O)N(C(OC(C)(C)C)=O)C1=NN2C(C=C(C=C2)C=2N=NC=C(C2)C=2C=NN(C2)C(C)C2=CC=C(C=C2)F)=N1